C(C)(=O)N(C1=C(C(=O)OC)C=C(C=C1)C1=NC=C(C=C1)N)CC1CC1 methyl 2-[acetyl(cyclopropylmethyl)amino]-5-(5-amino-2-pyridyl)benzoate